(3R)-3-{[2-(1H-pyrazol-4-yl)-7-(trifluoromethyl)[1,2,4]triazolo[1,5-c]quinazolin-5-yl]amino}azepan-2-one N1N=CC(=C1)C1=NN2C(=NC=3C(=CC=CC3C2=N1)C(F)(F)F)N[C@H]1C(NCCCC1)=O